C(C)OC=1N=NC=CC1C1=CC(=C2C(=N1)C(=NN2C(C)C)C)NCC2=NC=C(C=N2)F 5-(3-ethoxypyridazin-4-yl)-N-[(5-fluoropyrimidin-2-yl)methyl]-1-isopropyl-3-methyl-pyrazolo[4,3-b]pyridin-7-amine